C(C)N(C1=CC(=C(C=C1)C=C1C(C(CC1)=CC1=C(C=C(C=C1)N(CC)CC)C)=O)C)CC 2,5-Bis[(4-diethylamino-2-methylphenyl)methylen]cyclopentanon